N-[2,3-difluoro-4-(1,2,3,6-tetrahydro-pyridin-4-yl)-phenyl]-2-methyl-4-(1,2,3,6-tetrahydro-pyridin-4-yl)-benzamide FC1=C(C=CC(=C1F)C=1CCNCC1)NC(C1=C(C=C(C=C1)C=1CCNCC1)C)=O